ClC1=C(C(=C(C=C1OC)OC)Cl)C=1C=2N(C3=CC(=NC=C3C1)C=1C(=CC(=C(C1)NC(C=C)=O)N1CC3(COC3)CC1)OC)C=CN2 N-(5-(4-(2,6-dichloro-3,5-dimethoxyphenyl)imidazo[1,2-a][1,6]naphthyridin-8-yl)-4-methoxy-2-(2-oxa-6-azaspiro[3.4]oct-6-yl)phenyl)acrylamide